5-(4-(7-((3-((2,6-dimethylphenyl)amino)-1-methyl-1H-pyrazolo[3,4-d]pyrimidin-6-yl)amino)-3,4-dihydroisoquinolin-2(1H)-yl)piperidin-1-yl)-2-(2,6-dioxopiperidin-3-yl)isoindoline-1,3-Dion CC1=C(C(=CC=C1)C)NC1=NN(C2=NC(=NC=C21)NC2=CC=C1CCN(CC1=C2)C2CCN(CC2)C=2C=C1C(N(C(C1=CC2)=O)C2C(NC(CC2)=O)=O)=O)C